cis-(1,1-Dioxidothiomorpholino)(5-(4-ethoxy-phenyl)hexahydropyrrolo[3,4-c]pyrrol-2(1H)-yl)methanone O=S1(CCN(CC1)C(=O)N1C[C@@H]2CN(C[C@@H]2C1)C1=CC=C(C=C1)OCC)=O